C(#N)C1=C(C=C(C=C1)OB(O)O)F 4-cyano-3-fluorophenyl-boric acid